3-(3-(4-(3-(4-(trifluoromethyl)phenyl)ureido)phenoxy)azetidin-1-yl)-2-(1H-pyrrol-1-yl)benzoic acid FC(C1=CC=C(C=C1)NC(NC1=CC=C(OC2CN(C2)C=2C(=C(C(=O)O)C=CC2)N2C=CC=C2)C=C1)=O)(F)F